N1(CCCC1)CC1=CC=C(CC2=CC=CC=N2)C=C1 6-(4-(pyrrolidin-1-ylmethyl)benzyl)pyridin